Racemic-8-(8-fluoro-6-methyl-2,6-diazaspiro[3.4]oct-2-yl)-6-methyl-N-(1-(methylsulfonyl)piperidin-4-yl)pyrido[3,4-d]pyrimidin-2-amine F[C@H]1CN(CC12CN(C2)C2=NC(=CC1=C2N=C(N=C1)NC1CCN(CC1)S(=O)(=O)C)C)C |r|